4-methoxy-1-((4-phenoxybutyryl)glycyl)pyrrolidine-2-carboxamide COC1CC(N(C1)C(CNC(CCCOC1=CC=CC=C1)=O)=O)C(=O)N